C(=O)(O)C(C)NCCC[Si](O)(O)C N-(1-carboxy)ethyl-3-aminopropyl-methyl-silanediol